CC1=CC=C(C=C1)S(=O)(=O)[O-].N1C=[NH+]C=C1 imidazolium p-toluenesulfonate